2-(4-bromophenoxy)-5-chloro-3-fluoropyridine BrC1=CC=C(OC2=NC=C(C=C2F)Cl)C=C1